NC1=NC(=CC(=N1)N1[C@@H](COCCC1)C=1C=C(C(=O)NC)C=CC1OC)C |r| (+/-)-3-(4-(2-amino-6-methylpyrimidin-4-yl)-1,4-oxazepan-3-yl)-4-methoxy-N-methylbenzamide